4-(4-(1-methyl-1,2,3,4-tetrahydroquinolin-6-yl)phenoxy)-1H-1,2,3-triazole-5-carboxylic acid CN1CCCC2=CC(=CC=C12)C1=CC=C(OC=2N=NNC2C(=O)O)C=C1